C1=CC=CC2=CC=CC=C12.[Si] silicon naphthalene